OCCC(=O)C1=C2C(C(=O)NC2=O)=CC=C1 hydroxypropionyl-phthalimide